((R)-2-(3-((3-((diisopropylamino)methyl)-4-(5-fluoro-2-methoxypyridin-4-yl)benzyl)oxy)phenyl)propyl)(methyl)phosphinic acid C(C)(C)N(C(C)C)CC=1C=C(COC=2C=C(C=CC2)[C@H](CP(O)(=O)C)C)C=CC1C1=CC(=NC=C1F)OC